N1=CC=NC=2C(C=CC(C12)=O)=O quinoxaline-5,8-dione